4-chloro-1-benzenesulfonyl-1H-pyrrolo[2,3-b]pyridine-5-carbonitrile ClC1=C2C(=NC=C1C#N)N(C=C2)S(=O)(=O)C2=CC=CC=C2